3-(5-chloropyrimidin-2-yl)-2-methoxybenzene ClC=1C=NC(=NC1)C=1C(=CC=CC1)OC